(2S,4r)-1-[(2S)-2-(4-cyclopropyl-triazol-1-yl)-3,3-dimethyl-butyryl]-4-hydroxy-N-[2-(4-oxo-pyrazolo[1,5-a]pyrazin-5-yl)ethyl]pyrrolidine-2-carboxamide C1(CC1)C=1N=NN(C1)[C@H](C(=O)N1[C@@H](C[C@H](C1)O)C(=O)NCCN1C(C=2N(C=C1)N=CC2)=O)C(C)(C)C